ethyl (E)-2-(3-(dimethylamino)acryloyl)nicotinate CN(/C=C/C(=O)C1=C(C(=O)OCC)C=CC=N1)C